(R)-tert-butyl (1-(2-(5-chloro-1-ethyl-1H-indol-2-yl)-1-methyl-1H-benzo[d]imidazole-5-carbonyl)piperidin-3-yl)carbamate ClC=1C=C2C=C(N(C2=CC1)CC)C1=NC2=C(N1C)C=CC(=C2)C(=O)N2C[C@@H](CCC2)NC(OC(C)(C)C)=O